The molecule is an amino disaccharide that consists of N-acetyl-beta-D-glucosamine having a 6-O-sulfo-beta-D-galactosyl residue attached at position 4. It has a role as an epitope. It is an amino disaccharide and an oligosaccharide sulfate. CC(=O)N[C@@H]1[C@H]([C@@H]([C@H](O[C@H]1O)CO)O[C@H]2[C@@H]([C@H]([C@H]([C@H](O2)COS(=O)(=O)O)O)O)O)O